4-methyl-N-(3-nitrobenzyl)aniline CC1=CC=C(NCC2=CC(=CC=C2)[N+](=O)[O-])C=C1